N-(3-chloro-2-methylphenyl)-2-methyl-6-({[2-(trifluoromethyl)phenyl]carbonyl}amino)-1H-benzoimidazole-4-carboxamide ClC=1C(=C(C=CC1)NC(=O)C1=CC(=CC=2NC(=NC21)C)NC(=O)C2=C(C=CC=C2)C(F)(F)F)C